CC1(O[C@H]2[C@H]([C@H](OC[C@@H]2NC2=NC(=CN=C2)C(F)(F)F)COCC2=CC=C(OCC(=O)O)C=C2)O1)C 2-(4-((((3aR,4R,7S,7aR)-2,2-dimethyl-7-((6-(trifluoromethyl)pyrazin-2-yl)amino)tetrahydro-4H-[1,3]dioxolo[4,5-c]pyran-4-yl)methoxy)methyl)phenoxy)acetic acid